BrC1=CC=C(C=C1)C=C(C1=CC=CC=C1)C1=CC=CC=C1 2-(4-bromophenyl)-(1,1-diphenyl)ethylene